3-[5-bromo-7-(trifluoromethyl)-2H-indazol-2-yl]cyclobutan-1-one BrC1=CC2=CN(N=C2C(=C1)C(F)(F)F)C1CC(C1)=O